COC1=CC=C(CN2C(C=3N(CC2)C(=CC3C(F)(F)F)CC=O)=O)C=C1 2-(2-(4-methoxybenzyl)-1-oxo-8-(trifluoromethyl)-1,2,3,4-tetrahydropyrrolo[1,2-a]pyrazin-6-yl)acetaldehyde